2-(dimethylamino)-1-(3-iodophenyl)ethan-1-ol CN(CC(O)C1=CC(=CC=C1)I)C